FC(C(C(F)(F)F)OC(=O)N1CCC2(CN(C2)CC=2C=C(C=C(C2)C(F)(F)F)N2CC(CC2)C(=O)O)CC1)(F)F 1-(3-((7-(((1,1,1,3,3,3-Hexafluoropropan-2-yl)oxy)carbonyl)-2,7-diazaspiro[3.5]nonan-2-yl)methyl)-5-(trifluoromethyl)phenyl)pyrrolidine-3-carboxylic acid